(E)-3-(4-chloro-2-fluorophenyl)acrylic acid ClC1=CC(=C(C=C1)/C=C/C(=O)O)F